O=C1NC(CCC1C1=NN(C2=CC(=CC=C12)N1C[C@@H](N(CC1)CC1CCC2(CN(C2)C(=O)OC(C)(C)C)CC1)C)C)=O tert-butyl 7-[[(2S)-4-[3-(2,6-dioxo-3-piperidyl)-1-methyl-indazol-6-yl]-2-methyl-piperazin-1-yl]methyl]-2-azaspiro[3.5]nonane-2-carboxylate